tert-butyl 2-(1-(3-(2,4-dioxotetrahydropyrimidin-1(2H)-yl)-5-fluoro-1-methyl-1H-indazol-6-yl)-4-hydroxypiperidin-4-yl)acetate O=C1N(CCC(N1)=O)C1=NN(C2=CC(=C(C=C12)F)N1CCC(CC1)(O)CC(=O)OC(C)(C)C)C